((2-((7-azabicyclo[2.2.1]heptan-7-yl)methyl)-3,6-difluorobenzyl)amino)-2,6-difluoro-N-(4-methoxybenzyl)-N-(thiazol-4-yl)benzenesulfonamide C12CCC(CC1)N2CC2=C(CNC=1C(=C(C(=CC1)F)S(=O)(=O)N(C=1N=CSC1)CC1=CC=C(C=C1)OC)F)C(=CC=C2F)F